FCS(=O)(=O)N[C@@H]1[C@@H](N(CC12CC2)C([C@@H](C(F)(F)F)O)=O)CC=2C(=C(C=CC2)C2=CC=CC=C2)F 1-fluoro-N-((6S,7S)-6-((2-fluoro-[1,1'-biphenyl]-3-yl)methyl)-5-((S)-3,3,3-trifluoro-2-hydroxypropanoyl)-5-azaspiro[2.4]heptan-7-yl)methanesulfonamide